NC=1N=NC(=CC1N1CC2CCC(C1)N2C2=CC(=NC=C2)C#CCN2CCC(C(CC2)C)=O)C2=C(C=CC=C2)O 1-[3-[4-[3-[3-amino-6-(2-hydroxyphenyl)pyridazin-4-yl]-3,8-diazabicyclo[3.2.1]oct-8-yl]-2-pyridinyl]prop-2-ynyl]-5-methyl-azepan-4-one